C1(=CC=CC=C1)C1=NOC(=N1)C=1C=NC=NC1 5-(3-phenyl-1,2,4-oxadiazol-5-yl)pyrimidine